C(C)O[Si](C)(C)C(C)N ethoxydimethylsilylethan-1-amine